FC1=CC=C(C=C1)N1CC=2C(=NC(=CC2C1=O)[C@@H]1COCCC1)C1=C(C=C(C=C1)F)OCC(F)(F)F |r| rac-2-(4-fluorophenyl)-4-[4-fluoro-2-(2,2,2-trifluoroethoxy)phenyl]-6-(oxan-3-yl)-2,3-dihydro-1H-pyrrolo[3,4-c]pyridin-1-one